(S)-3-((S)-2-((((9H-fluoren-9-yl)methoxy)carbonyl)(methyl)amino)-2-cyclopentyl-N-methylacetamido)-4-(dimethylamino)-4-oxobutanoic acid C1=CC=CC=2C3=CC=CC=C3C(C12)COC(=O)N([C@H](C(=O)N(C)[C@@H](CC(=O)O)C(=O)N(C)C)C1CCCC1)C